(2-bromo-5-methoxyphenyl)-3-methoxybenzenesulfonamide BrC1=C(C=C(C=C1)OC)C1=C(C=CC=C1OC)S(=O)(=O)N